Cl.Cl.ClC=1C(=NC2=CC=C(C=C2C1)C1=NN=C(O1)CCN)N1CCNCC1 2-[5-(3-chloro-2-piperazin-1-yl-6-quinolyl)-1,3,4-oxadiazol-2-yl]ethanamine dihydrochloride